[(2R,3R,4R,5R)-4-acetoxy-5-[2-chloro-6-(dodecylamino)purin-9-yl]-2-[2-[diisopropoxyphosphorylmethyl(ethoxy)phosphoryl]ethyl] tetrahydrofuran-3-yl] acetate C(C)(=O)O[C@@H]1[C@H](O[C@H]([C@@H]1OC(C)=O)N1C2=NC(=NC(=C2N=C1)NCCCCCCCCCCCC)Cl)CCP(=O)(OCC)CP(=O)(OC(C)C)OC(C)C